ClC=1OC=C(N1)C1=CC(=CC(=C1)F)Cl 2-chloro-4-(3-chloro-5-fluoro-phenyl)oxazole